C(CCCCCCCCCCC)S(=O)(=O)C(CC(=O)C1C(C=CCC1(C)C)C)C 3-(dodecylsulfonyl)-1-(2,6,6-trimethyl-cyclohex-3-en-1-yl)butan-1-one